CC(C(=O)Cl)CCCCCCCCCCCCCCCC Methyl-octadecanoyl chloride